4-(2-oxo-2-(phenyl(tetrahydro-2H-pyran-4-yl)amino)ethyl)-1-(1,2,3,4-tetrahydroquinoline-1-carbonyl)piperidine-4-carboxylic acid O=C(CC1(CCN(CC1)C(=O)N1CCCC2=CC=CC=C12)C(=O)O)N(C1CCOCC1)C1=CC=CC=C1